CC(=O)CC(=O)NC1=CC(=C(C=C1OC)Cl)OC 2,5-dimethoxy-4-chloroacetoacetanilide